C1(CC1)C1CC(C(C1)C(=O)OC)=O methyl 4-cyclopropyl-2-oxocyclopentane-1-carboxylate